tert-butyl (2-benzoyl-4-(trifluoromethyl) phenyl)carbamate C(C1=CC=CC=C1)(=O)C1=C(C=CC(=C1)C(F)(F)F)NC(OC(C)(C)C)=O